5-(5-ethyl-1,2,4-oxadiazol-3-yl)-N-phenyl-2,3-dihydro-1H-indene-1-carboxamide C(C)C1=NC(=NO1)C=1C=C2CCC(C2=CC1)C(=O)NC1=CC=CC=C1